NC1=C(N=CC2=C(C=CC=C12)C1=C(N=CS1)C#N)C(=O)NCCC 4-amino-8-(4-cyanothiazol-5-yl)-N-propylisoquinoline-3-carboxamide